N-ε-maleimidocaproyl-oxysulfo-succinimide C1(C=CC(N1CCCCCC(=O)ON1C(C(CC1=O)S(=O)(=O)O)=O)=O)=O